N-tert-butyl-N'-(4-ethylbenzoyl)-3,5-dimethylbenzohydrazide C(C)(C)(C)N(NC(C1=CC=C(C=C1)CC)=O)C(C1=CC(=CC(=C1)C)C)=O